COC=1C(=NC=CC1)C=O Methoxypyridinecarbaldehyde